O(C1=CC=CC=C1)CC1=NOCO1 3-phenoxymethyl-1,4,2-dioxazole